Methyl-2-(4-methyl-3-nitrophenyl)-5-[1-(phenylsulfonyl)-1H-pyrrolo[2,3-b]pyridin-4-yl]-1H-pyrrole-3-carboxylate COC(=O)C1=C(NC(=C1)C1=C2C(=NC=C1)N(C=C2)S(=O)(=O)C2=CC=CC=C2)C2=CC(=C(C=C2)C)[N+](=O)[O-]